4-{[(3S,3aR,6S,6aR)-6-amino-hexahydrofuro[3,2-b]furan-3-yl]amino}-2-[2,6-bis(benzyloxy)pyridin-3-yl]-3H-isoindol-1-one N[C@H]1CO[C@H]2[C@@H]1OC[C@@H]2NC2=C1CN(C(C1=CC=C2)=O)C=2C(=NC(=CC2)OCC2=CC=CC=C2)OCC2=CC=CC=C2